CC1=CC(=NC(=N1)C1=CC=NC=C1)NC(C(=O)O)CC 2-((6-methyl-2-(pyridin-4-yl)pyrimidin-4-yl)amino)butanoic acid